C(C1=CC=CC=C1)N1N=NN(C1=O)\C=C\S(=O)(=O)C1=CC=C(C)C=C1 (E)-1-benzyl-4-(2-tosylethenyl)-1,4-dihydro-5H-tetrazol-5-one